COS(=O)(=O)C1=CC=C(C)C=C1.C1(CCCCC1)C(CN1CCOCC1)N=C=N 1-cyclohexyl-2-morpholinoethyl-carbodiimide methyl-p-toluenesulfonate